C(C)(C)(C)OC(CN1CCC(CC1)C1=CC=C2C(=NN(C2=C1)C)C1C(NC(CC1)=O)=O)=O.C(C)N(C(C)=O)C1=CC(=CC=C1)C1=CC=NC=2N1N=CC2 N-ethyl-N-(3-(pyrazolo[1,5-a]pyrimidine-7-yl)phenyl)acetamide tert-butyl-2-(4-(3-(2,6-dioxopiperidin-3-yl)-1-methyl-1H-indazol-6-yl)piperidin-1-yl)acetate